OCC1=C(C=C(C=C1)NC(=O)C1=CSC=2CN(CCC21)C(=O)C=2C=NN1C2C=NC=C1)C(F)(F)F N-(4-(hydroxymethyl)-3-(trifluoromethyl)phenyl)-6-(pyrazolo[1,5-a]pyrazine-3-carbonyl)-4,5,6,7-tetra-hydrothieno[2,3-c]pyridine-3-carboxamide